NC1=NC=C(C=N1)C1=CC(=C(C=C1)C1=CN=C(S1)[C@@H]1CC[C@H](CC1)NC(OC(C)C)=O)S(NC(C)(C)C)(=O)=O isopropyl (trans-4-(5-(4-(2-aminopyrimidin-5-yl)-2-(N-(tert-butyl)sulfamoyl) phenyl)thiazol-2-yl)cyclohexyl)carbamate